1-((3-pentyl-4-phenoxybenzoyl)glycyl)pyrrolidine-2-carboxamide C(CCCC)C=1C=C(C(=O)NCC(=O)N2C(CCC2)C(=O)N)C=CC1OC1=CC=CC=C1